ClC1=NC=CC(=C1)C=1C=C2C=CN=C(C2=CN1)NCC1=CC=C(C=C1)C1=CC(=NC=C1)C 6-(2-chloropyridin-4-yl)-N-(4-(2-methylpyridin-4-yl)benzyl)-2,7-naphthyridin-1-amine